O=C1C2=C(N=CS1)C=CS2 4-oxo-4H-thieno[3,2-d][1,3]thiazine